NC=1C(=C(C=CC1F)C(=O)C1=CNC2=NC=C(C=C21)C2=CC=C(C=C2)Cl)F (3-amino-2,4-difluorophenyl)-(5-(4-chloro-phenyl)-1H-pyrrolo[2,3-b]-pyridin-3-yl)-methanone